CC1CNCC1 3-methyl-pyrrolidin